5,5',5''-(4-([1,1':3',1''-terphenyl]-5'-yl)-5-(3,6-diphenyl-9H-carbazol-9-yl)pyridine-2,3,6-triyl)tris(5H-pyrido[4,3-b]indole) C1(=CC=CC=C1)C1=CC(=CC(=C1)C1=C(C(=NC(=C1N1C2=CC=C(C=C2C=2C=C(C=CC12)C1=CC=CC=C1)C1=CC=CC=C1)N1C2=C(C=3C=CC=CC13)C=NC=C2)N2C1=C(C=3C=CC=CC23)C=NC=C1)N1C2=C(C=3C=CC=CC13)C=NC=C2)C2=CC=CC=C2